4-((6-chloropyrimidin-4-yl)oxy)-3,5-dimethylbenzonitrile ClC1=CC(=NC=N1)OC1=C(C=C(C#N)C=C1C)C